C(C(=C)C)(=O)OCCCCCCCCCCC undecyl methacrylate